C(C)=C1C2C3C4CCC(=C3C(C1C)C2)C4 8-ethylidene-9-methyltetracyclo[4.4.0.12,5.17,10]-dodecene